O1C(=NN=C1)C1=CC(NC=C1)=O 4-(1,3,4-OXADIAZOLE-2-YL)PYRIDINE-2(1H)-ON